N-(4-((3-chloro-2-methoxyphenyl)amino)-2-methyl-3-oxo-2,3-dihydro-1H-pyrazolo[3,4-b]pyridin-6-yl)cyclopropanecarboxamide ClC=1C(=C(C=CC1)NC1=C2C(=NC(=C1)NC(=O)C1CC1)NN(C2=O)C)OC